2-((4-(tert-Butyl)pyridin-2-yl)amino)-N-(2-(2-methyl-1H-indol-3-yl)ethyl)pyrimidine-5-carboxamide C(C)(C)(C)C1=CC(=NC=C1)NC1=NC=C(C=N1)C(=O)NCCC1=C(NC2=CC=CC=C12)C